N-[3-chloro-4-(2-piperazin-1-ylethylcarbamoyl)phenyl]-5-[4-(cyanomethoxy)-2,3-difluorophenyl]-1-methyl-imidazole-2-carboxamide ClC=1C=C(C=CC1C(NCCN1CCNCC1)=O)NC(=O)C=1N(C(=CN1)C1=C(C(=C(C=C1)OCC#N)F)F)C